2,2'-sulfonyl-diethanol S(=O)(=O)(CCO)CCO